OC[C@H]1C[C@@H](CN1CCCC(F)(F)F)N1C(=NC=2C1=C1C(=NC2)NC=C1)CC (R)-1-(1-((3S,5R)-5-(hydroxymethyl)-1-(4,4,4-trifluorobutyl)pyrrolidin-3-yl)-1,6-dihydroimidazo[4,5-d]pyrrolo[2,3-b]pyridin-2-yl)ethan